N-hydroxyoxyethylethylenediamine OOCCNCCN